7-[7-fluoro-5-(7-fluoro-2-methyl-indazol-5-yl)indazol-2-yl]-4-azaspiro[2.5]octane-4-carboxylic acid tert-butyl ester C(C)(C)(C)OC(=O)N1C2(CC2)CC(CC1)N1N=C2C(=CC(=CC2=C1)C1=CC2=CN(N=C2C(=C1)F)C)F